C(CCCCCCCCC)C1=CC=C(C=C1)C1=NOC(=N1)CNC(CCCNC(OC(C)(C)C)=O)=O tert-butyl (4-(((3-(4-decylphenyl)-1,2,4-oxadiazol-5-yl)methyl)amino)-4-oxobutyl)carbamate